dipotassium carbonat C([O-])([O-])=O.[K+].[K+]